[[2-(2,6-dioxo-3-piperidyl)-1-oxo-isoindolin-5-yl]methyl]carbamate O=C1NC(CCC1N1C(C2=CC=C(C=C2C1)CNC([O-])=O)=O)=O